COC=1C=C(C=C(C1)OC)\C=C\C1=CC=C(C=C1)OC (E)-3,5,4'-Trimethoxystilbene